ε-trifluoroacetyl-lysine FC(C(=O)C(CCC[C@H](N)C(=O)O)N)(F)F